N-(4-methyl-3-(2-(methylamino)-8,9-dihydroimidazo[2,1-h]pteridin-6-yl)phenyl)-4-(trifluoromethyl)picolinamide CC1=C(C=C(C=C1)NC(C1=NC=CC(=C1)C(F)(F)F)=O)C1=NC=2C=NC(=NC2N2C1=NCC2)NC